ON=CC(=O)NC1=C(C=CC=C1)C 2-(hydroxyimino)-N-(2-methylphenyl)acetamide